Cl.CC=1N=C2N(C=C(C=C2C)C=2C=C(C(=NC2)C2=CN=C(N=N2)N2CCN(CC2)C)O)C1 5-(2,8-Dimethylimidazo[1,2-a]Pyridin-6-yl)-2-[3-(4-Methylpiperazin-1-yl)-1,2,4-Triazin-6-yl]Pyridin-3-ol-Hydrochlorid